1-(5-cyclopropyl-pyrimidin-2-yl)piperidin-4-amine C1(CC1)C=1C=NC(=NC1)N1CCC(CC1)N